O[C@@H]([C@@H](C(NO)=O)NC(C1=CC=C(C=C1)C#CC1=CC=C(C=C1)[N+](=O)[O-])=O)C N-[(1S,2R)-2-hydroxy-1-(hydroxycarbamoyl)propyl]-4-[2-(4-nitrophenyl)ethynyl]benzamide